ClC=1C2=C(N=CN1)OC(=C2)C=2C(=NC(=NC2)OC)OC C4-chloro-6-(2,4-dimethoxypyrimidine-5-yl)furo[2,3-d]pyrimidine